C1=CC=CC=2C3=CC=CC=C3C(C12)COC(=O)N[C@H](C(=O)OC)CI methyl (2R)-2-({[(9H-fluoren-9-yl)methoxy]carbonyl}amino)-3-iodopropanoate